3-(6-(((1S,3S)-3-((5-(difluoromethoxy)pyrimidin-2-yl)amino)cyclopentyl)aminoamino)pyridin-3-yl)-4-oxo-4H-quinoline-1-carboxylic acid ethyl ester C(C)OC(=O)N1C=C(C(C2=CC=CC=C12)=O)C=1C=NC(=CC1)NN[C@@H]1C[C@H](CC1)NC1=NC=C(C=N1)OC(F)F